tert-butyl (3S,4R)-3-(1-(5-chloro-2-formyl-1-((tetrahydro-2H-pyran-4-yl)methyl)-1H-indole-3-carbonyl)-4-(4-fluorophenyl)piperidine-4-carboxamido)-4-fluoropyrrolidine-1-carboxylate ClC=1C=C2C(=C(N(C2=CC1)CC1CCOCC1)C=O)C(=O)N1CCC(CC1)(C(=O)N[C@H]1CN(C[C@H]1F)C(=O)OC(C)(C)C)C1=CC=C(C=C1)F